7-methoxy-3,4-dihydroisoquinoline-1(2H)-thione COC1=CC=C2CCNC(C2=C1)=S